C(C(=C)C)(=O)OCCC[Si](C)(OC)OC 3-[dimethoxy(methyl) silyl]propyl methacrylate